C(C)(C)N1N=C(N=C1)N 1-isopropyl-1H-1,2,4-triazol-3-amine